FC1(CCCCC1)CNC=1N=CC2=C(N1)NC=C2C2OC1=C(C(NC2)=O)C=CC=C1 (2-(((1-fluorocyclohexyl)methyl)amino)-7H-pyrrolo[2,3-d]pyrimidin-5-yl)-3,4-dihydrobenzo[f][1,4]oxazepin-5(2H)-one